(2-chloro-4-fluoro-5-nitro-phenyl) ethyl carbonate C(OC1=C(C=C(C(=C1)[N+](=O)[O-])F)Cl)(OCC)=O